N1C2=NCCOCCNC=3N=CC=C(C=4N1C(=NC4)C=C2)C3 4,5,8,9-Tetrahydro-7H-2,17-etheno-10,14-metheno-1H-imidazo[1,5-g][1,4,6,7,12,14]oxapentaazacyclohexadecine